N-(4-(4-ethyl-4H-1,2,4-triazol-3-yl)-2-methoxyphenyl)-8-(4-methoxy-4-methylpiperidin-1-yl)-6-methylpyrido[3,4-d]pyrimidin-2-amine C(C)N1C(=NN=C1)C1=CC(=C(C=C1)NC=1N=CC2=C(N1)C(=NC(=C2)C)N2CCC(CC2)(C)OC)OC